3-fluoro-N'-hydroxybenzoamidine FC=1C=C(C(=NO)N)C=CC1